2-(4-aminopiperidin-1-yl)-N-(2-(3-(4-aminopiperidin-1-yl)-1H-pyrazol-1-yl)benzyl)-9-isopropyl-9H-purin-6-amine NC1CCN(CC1)C1=NC(=C2N=CN(C2=N1)C(C)C)NCC1=C(C=CC=C1)N1N=C(C=C1)N1CCC(CC1)N